CC1=CC=C(C=C1)S(=O)(=O)O.CN1N=CC(=C1)NC1=NC=CC(=N1)N1C[C@H]2CC[C@@H](C1)N2C=O ((1R,5S)-3-(2-((1-methyl-1H-pyrazol-4-yl)amino)pyrimidin-4-yl)-3,8-diazabicyclo[3.2.1]oct-8-yl)methanone p-toluenesulfonate